BrC=1N=C(SC1)NC(=O)C1=CC=C(C=N1)N1CCN(CC1)C(=O)OC(C)(C)C tert-butyl 4-(6-((4-bromothiazol-2-yl)carbamoyl)pyridin-3-yl)piperazine-1-carboxylate